ClC=1C=CC(=C(C1)S(=O)(=O)NC1=CC=C(C=C1)C1=NC(=C2C(=N1)NN=C2C)NCCN2CCOCC2)F 5-chloro-2-fluoro-N-[4-(3-methyl-4-[[2-(morpholin-4-yl)ethyl]amino]-1H-pyrazolo[3,4-d]pyrimidin-6-yl)phenyl]benzenesulfonamide